1-(2-(Piperazin-1-yl)benzo[d]oxazol-6-yl)dihydropyrimidine-2,4(1H,3H)-dione N1(CCNCC1)C=1OC2=C(N1)C=CC(=C2)N2C(NC(CC2)=O)=O